7-(6-chloroimidazo[1,2-b]pyridazin-3-yl)quinoline (2R,3S,4S)-4-hydroxy-2-[(4-methoxyphenyl)methyl]pyrrolidin-3-yl-N-[2-(1,2-oxazol-3-yl)ethyl]carbamate O[C@@H]1[C@H]([C@H](NC1)CC1=CC=C(C=C1)OC)N(C(O)=O)CCC1=NOC=C1.ClC=1C=CC=2N(N1)C(=CN2)C2=CC=C1C=CC=NC1=C2